[Mg].[Nd] neodymium-magnesium